8-(cyclohexylamino)-9-fluoro[2]benzoxepino[3,4-f]-1,3-benzodioxol-11(6H)-one C1(CCCCC1)NC1=CC2=C(C(C=3C(=CC4=C(OCO4)C3)OC2)=O)C=C1F